CN(C(OC(C)(C)C)=O)[C@H]1CN(CC1)C1=C(C=NC=C1)/N=C/C=1C=C2N=CC=NC2=CC1 tert-butyl (R,E)-methyl(1-(3-((quinoxalin-6-ylmethylene)amino)pyridin-4-yl)pyrrolidin-3-yl)carbamate